N-octadecyl-2-ethynylpyridinium bromide [Br-].C(CCCCCCCCCCCCCCCCC)[N+]1=C(C=CC=C1)C#C